ClC1=CC2=C(N=CN(C2=O)CC2(CCN(CC2)C(=O)C2(CC2)C)O)N1C1=CC=C(C=C1)C1NC(COC1)(C)C 6-chloro-7-(4-(5,5-dimethylmorpholin-3-yl)phenyl)-3-((4-hydroxy-1-(1-methylcyclopropane-1-carbonyl)piperidin-4-yl)methyl)-3,7-dihydro-4H-pyrrolo[2,3-d]pyrimidin-4-one